((8-(1H-indol-3-yl)-2-methylimidazo[1,2-b]pyridazin-6-yl)amino)piperidine-1-carboxylic acid tert-butyl ester C(C)(C)(C)OC(=O)N1C(CCCC1)NC=1C=C(C=2N(N1)C=C(N2)C)C2=CNC1=CC=CC=C21